3-methyl-3-[bis-(2-ethylhexyloxy)phosphoryl]propionic acid CC(CC(=O)O)P(=O)(OCC(CCCC)CC)OCC(CCCC)CC